C(C(C)C)(=O)OC=1C(OC(C(C)C)=O)=CC(=CC1Cl)CC=C 4-allyl-6-chlorocatechol diisobutanoate